N-(1-(4-(trifluoromethyl)-phenyl)-1,2,3,4-tetrahydro-quinolin-3-yl)acrylamide FC(C1=CC=C(C=C1)N1CC(CC2=CC=CC=C12)NC(C=C)=O)(F)F